5-(chloromethyl)-1,2,3-trifluorobenzene ClCC=1C=C(C(=C(C1)F)F)F